4-[(2R)-3-(3,4-dihydro-1H-isoquinolin-2-yl)-2-hydroxy-propyl]-8-[[(2S)-2-(hydroxymethyl)pyrrolidin-1-yl]methyl]-2,3-dihydro-1,4-benzoxazepin-5-one C1N(CCC2=CC=CC=C12)C[C@H](CN1CCOC2=C(C1=O)C=CC(=C2)CN2[C@@H](CCC2)CO)O